FC(C)(F)C1=NC=CC(=N1)N1CCC=2C=NC(=CC21)NC(C)=O N-(1-(2-(1,1-difluoroethyl)pyrimidin-4-yl)-2,3-dihydro-1H-pyrrolo[3,2-c]pyridin-6-yl)acetamide